3-[(1-acetyl-4-piperidyl)methyl]-4-fluoro-benzenesulfonamide C(C)(=O)N1CCC(CC1)CC=1C=C(C=CC1F)S(=O)(=O)N